COC1=C(C=CC=C1)C1(CCC1)O 1-(2-methoxyphenyl)cyclobutanol